N-(3-(N-(tert-Butyl)sulfamoyl)phenyl)-4-((1-hydroxy-2-methylpropan-2-yl)amino)-2-(6-azaspiro[2.5]octan-6-yl)benzamide C(C)(C)(C)NS(=O)(=O)C=1C=C(C=CC1)NC(C1=C(C=C(C=C1)NC(CO)(C)C)N1CCC2(CC2)CC1)=O